4-(3-bromoisothiazol-5-yl)morpholine BrC1=NSC(=C1)N1CCOCC1